2,2-bis(3-methyl-4-aminocyclohexyl)propane CC1CC(CCC1N)C(C)(C)C1CC(C(CC1)N)C